tert-Butyl (S)-(4-bromo-2-methoxybenzyl)((5-oxopyrrolidin-2-yl)methyl)carbamate BrC1=CC(=C(CN(C(OC(C)(C)C)=O)C[C@H]2NC(CC2)=O)C=C1)OC